C1(C=CC2C3CCC(C12)C3)N 3a,4,5,6,7,7a-hexahydro-4,7-methano-1H-indenamine